2-(7-((2S,5R)-2,5-diethyl-4-(1-(thiazolo[4,5-c]pyridin-6-yl)ethyl)piperazin-1-yl)-4-methyl-5-oxo-4,5-dihydro-2H-pyrazolo[4,3-b]pyridin-2-yl)acetonitrile C(C)[C@@H]1N(C[C@H](N(C1)C(C)C1=CC2=C(C=N1)N=CS2)CC)C=2C=1C(N(C(C2)=O)C)=CN(N1)CC#N